ClC1=NC(=C(C(=O)OC)C=C1O)OC methyl 6-chloro-5-hydroxy-2-methoxynicotinate